ClC=1N=C(C2=C(N1)N(N=N2)[C@H](C([2H])([2H])[2H])C2=C(C=C(C=C2)Cl)Cl)C (R)-5-chloro-3-(1-(2,4-dichlorophenyl)ethyl-2,2,2-d3)-7-methyl-3H-[1,2,3]triazolo[4,5-d]pyrimidine